ethyl 5-(3-methoxyphenyl)-3-methylpentanoate COC=1C=C(C=CC1)CCC(CC(=O)OCC)C